S1C(=NC2=C1C=CC=C2)NC(=O)C=2C=CC=C1CCN(CC21)C2=CC=C(C(=N2)C(=O)OC(C)(C)C)C2=C(C=C(C=C2)OC2CC1(C2)CCN(CC1)CC(=O)OCC)C(F)(F)F tert-butyl 6-(8-(benzo[d]thiazol-2-ylcarbamoyl)-3,4-dihydroisoquinolin-2(1H)-yl)-3-(4-((7-(2-ethoxy-2-oxoethyl)-7-azaspiro[3.5]nonan-2-yl)oxy)-2-(trifluoromethyl)phenyl)picolinate